(2R)-1-((tert-butoxy(2-((tert-butoxycarbonyl)amino)ethoxy)phosphoryl)oxy)-3-(((E)-octadec-2-en-1-yl)oxy)propan-2-yl oleate C(CCCCCCC\C=C/CCCCCCCC)(=O)O[C@@H](COP(=O)(OCCNC(=O)OC(C)(C)C)OC(C)(C)C)COC\C=C\CCCCCCCCCCCCCCC